2-(6-hydroxy-2-pyridyl)-4,5-imidazoledicarboxylic acid OC1=CC=CC(=N1)C=1NC(=C(N1)C(=O)O)C(=O)O